C(C#C)OCCOCC1CCN(CC1)C(=O)OC(C)(C)C tert-butyl 4-[[2-(prop-2-yn-1-yloxy)ethoxy] methyl]piperidine-1-carboxylate